FC1=C(C=CC(=C1)F)[C@@](CN1N=CN=C1)([C@@H](C)O)O (2r,3r)-2-(2,4-difluorophenyl)-1-(1H-1,2,4-triazol-1-yl)-2,3-butanediol